tert-butyl-(1S)-1-{[(S)-2-methylpropane-2-sulfinyl]amino}-7-azaspiro[3.5]nonane-7-carboxylic acid C(C)(C)(C)[C@]1(CCC12CCN(CC2)C(=O)O)N[S@@](=O)C(C)(C)C